C(CCCCC)C(CC1=CSC=C1)CCCCCCCC 3-(2-hexyl-decyl)thiophene